C(#N)C=1C=CC(=C(C1)NS(=O)(=O)C=1C=C(C(=O)O)C=CC1C1CC1)N1CCCCC1 3-(N-(5-cyano-2-(piperidin-1-yl)phenyl)sulfamoyl)-4-cyclopropylbenzoic acid